N-glycidyl-α-propylsuccinimide C(C1CO1)N1C(C(CC1=O)CCC)=O